FC=1C=C(COC=2C=C3C(=CC(=NC3=CC2)C(=O)N2CCC(CC2)(C#N)C2=CC=CC=C2)C(=O)N2CCCCC2)C=CC1OC 1-(6-((3-fluoro-4-methoxy-benzyl)oxy)-4-(piperidine-1-carbonyl)quinoline-2-carbonyl)-4-phenylpiperidine-4-carbonitrile